C(C)(C)(C)OC(CC(C=1C=NC(=CC1)OC)C1CC(C1)CO)=O 3-(3-(hydroxymethyl)cyclobutyl)-3-(6-methoxypyridin-3-yl)propionic acid tert-butyl ester